3-(4-Benzyloxy-6-methyl-indan-5-yl)-4-methyl-6-[[(3R)-1-ethyl-3-piperidyl]amino]-1,2,4-triazin-5-one C(C1=CC=CC=C1)OC1=C2CCCC2=CC(=C1C1=NN=C(C(N1C)=O)N[C@H]1CN(CCC1)CC)C